(3as,4s,7s,7as)-6-bromo-N-(3,4-dichlorophenyl)-2-phenyl-3a,4,7,7a-tetrahydro-4,7-epoxybenzo[d][1,3]Dioxol-5-carboxamide BrC1=C([C@H]2[C@H]3[C@H](OC(O3)C3=CC=CC=C3)[C@@H]1O2)C(=O)NC2=CC(=C(C=C2)Cl)Cl